2-amino-6-borono-2-(1-(3,5-dichloropyridin-2-yl)piperidin-4-yl)hexanoic acid NC(C(=O)O)(CCCCB(O)O)C1CCN(CC1)C1=NC=C(C=C1Cl)Cl